COC(=O)C1(CC(=NO1)C1=C(C=C(C(=C1)N1C(N(C(=CC1=O)C(F)(F)F)C)=O)F)Cl)C 3-(2-Chloro-4-fluoro-5-(3-methyl-2,6-dioxo-4-trifluoromethyl-3,6-dihydropyrimidin-1(2H)-yl)phenyl)-5-methyl-4,5-dihydroisoxazole-5-carboxylic acid methyl ester